NC=1N=CC(=NC1)C(=O)O 5-amino-pyrazine-2-carboxylic acid